COC1=C(C2=CC=CC=C2C=C1)CC=C 3-(2-methoxy-1-naphthyl)propene